3,5-dimethyl-2-propylpyrazine CC=1C(=NC=C(N1)C)CCC